BrC1=NN(C(=C1)C=C(C)C)C1=CC(=CC=C1)OC(C)C 3-Bromo-1-(3-isopropoxyphenyl)-5-(2-methylprop-1-en-1-yl)-1H-pyrazole